2-chloro-N-(4-sulfamylphenyl)acetamide ClCC(=O)NC1=CC=C(C=C1)S(N)(=O)=O